C1(CC1)C=1C(=NC(=NC1)N1N=C(C=C1)C(F)(F)F)OC1=NC(=CC=C1)C(F)(F)F 5-cyclopropyl-2-[3-(trifluoromethyl)-1H-pyrazol-1-yl]-4-[[6-(trifluoromethyl)-2-pyridinyl]oxy]pyrimidine